propyl-dimethylhydroxyethyl-ammonium bromide [Br-].C(CC)[N+](CCO)(C)C